8-chloro-3-(((5,5-dimethyl-4,5-dihydro-1H-imidazol-2-yl)thio)methyl)-5H-thiazolo[2,3-b]quinazoline dihydrochloride Cl.Cl.ClC1=CC=C2CN3C(=NC2=C1)SC=C3CSC=3NC(CN3)(C)C